tert-butyl ((S)-3-(4-(4-((3S,4S)-3,4-bis(((1S,2R)-2-phenylcyclopropyl)carbamoyl)pyrrolidine-1-carbonyl)phenyl)-1H-imidazol-1-yl)-1-(hexylamino)-1-oxopropan-2-yl)carbamate C1(=CC=CC=C1)[C@@H]1[C@H](C1)NC(=O)[C@@H]1CN(C[C@H]1C(N[C@@H]1[C@H](C1)C1=CC=CC=C1)=O)C(=O)C1=CC=C(C=C1)C=1N=CN(C1)C[C@@H](C(=O)NCCCCCC)NC(OC(C)(C)C)=O